2-((1-((dimethylamino)methyl)cyclopropyl)methoxy)-7-(8-ethyl-7-fluoro-3-hydroxynaphthalen-1-yl)-5,6,7,8-tetrahydropyrido[3,4-d]pyrimidin-4-yl 4-methylbenzenesulfonate CC1=CC=C(C=C1)S(=O)(=O)OC=1C2=C(N=C(N1)OCC1(CC1)CN(C)C)CN(CC2)C2=CC(=CC1=CC=C(C(=C21)CC)F)O